(-)-6-{2-(2-chloro-4-fluorophenyl)-6-[(diethylamino)methyl]-4,5,6,7-tetrahydropyrazolo[1,5-a]pyrimidin-3-yl}-2-(2-methylphenyl)pyridazin-3(2H)-one ClC1=C(C=CC(=C1)F)C1=NN2C(NCC(C2)CN(CC)CC)=C1C=1C=CC(N(N1)C1=C(C=CC=C1)C)=O